5-[[5-bromo-4-[2-(trifluoromethylsulfonyl)anilino]pyrimidin-2-yl]amino]-3,3-dimethyl-1-[(1-methyl-4-piperidyl)methyl]indolin-2-one BrC=1C(=NC(=NC1)NC=1C=C2C(C(N(C2=CC1)CC1CCN(CC1)C)=O)(C)C)NC1=C(C=CC=C1)S(=O)(=O)C(F)(F)F